methyl 2-(3-(N,N-bis(4-methoxybenzyl)sulfamoyl)-4-fluoro-5-(morpholine-4-carbonyl)-1H-pyrazol-1-yl)-2-methylpropanoate COC1=CC=C(CN(S(=O)(=O)C2=NN(C(=C2F)C(=O)N2CCOCC2)C(C(=O)OC)(C)C)CC2=CC=C(C=C2)OC)C=C1